C(C)S(=O)(=O)OCCCCCCCCCCCC monolauryl monoethylsulfonate